(3S,4R)-4-hydroxy-3-((S)-5H-imidazo[5,1-a]isoindol-5-yl)thiochroman 1,1-dioxide O[C@@H]1[C@@H](CS(C2=CC=CC=C12)(=O)=O)[C@@H]1N2C(C3=CC=CC=C13)=CN=C2